N1N=CC=C1COC=1C=C2C=C(N=CC2=CC1)C(=O)O 6-((1H-pyrazol-5-yl)methoxy)isoquinoline-3-carboxylic acid